cobaltous oxide carbon [C].[Co]=O